N-[3-chloro-4-(3-fluorobenzyloxy)phenyl]-6-{5-[4-(methylsulfonyl)-2-azabutyl]-2-furyl}quinazolin-4-amine ClC=1C=C(C=CC1OCC1=CC(=CC=C1)F)NC1=NC=NC2=CC=C(C=C12)C=1OC(=CC1)CNCCS(=O)(=O)C